C(C)(C)C1=NN(C(C=2N1C1=C(C2)SC(=C1)C)=O)CC(=O)NC=1C=NC=CC1 2-(5-Isopropyl-2-methyl-8-oxothieno[2',3':4,5]pyrrolo[1,2-d][1,2,4]triazin-7(8H)-yl)-N-(pyridin-3-yl)acetamid